2-(2,3-dichlorophenyl)-5-(1H-pyrrolo[2,3-b]pyridin-4-yl)-1-{[2-(trimethylsilyl)ethoxy]methyl}-1H-pyrrole-3-carboxylic acid ClC1=C(C=CC=C1Cl)C=1N(C(=CC1C(=O)O)C1=C2C(=NC=C1)NC=C2)COCC[Si](C)(C)C